CN[C@@H](CCC(N)=O)C(=O)O Methyl-Glutamine